OC[C@H](C[C@H]1C(NCC1)=O)NC([C@H](CC(C)C)NC(OCCCC1CCCCC1)=O)=O 3-cyclohexylpropyl ((S)-1-(((S)-1-hydroxy-3-((S)-2-oxopyrrolidin-3-yl)propan-2-yl)amino)-4-methyl-1-oxopentan-2-yl)carbamate